OC1CN(CCC1)C(=O)C1(CCCC1)CNC(=O)C1=CC2=C(S1)CCCCCC2 N-{[1-(3-hydroxypiperidine-1-carbonyl)cyclopentyl]methyl}-4H,5H,6H,7H,8H,9H-cycloocta[b]thiophene-2-carboxamide